phenylmethanone oxime C1(=CC=CC=C1)C=NO